bis-(tripropyl-(2-hydroxyethyl)ammonium) fumarate C(\C=C\C(=O)[O-])(=O)[O-].C(CC)[N+](CCO)(CCC)CCC.C(CC)[N+](CCO)(CCC)CCC